2-Amino-N-{1-[8-chloro-3-methyl-5-phenyl-1-(trifluoromethyl)imidazo[1,5-a]pyridin-6-yl]ethyl}pyrazolo[1,5-a]pyrimidine-3-carboxamide trifluoroacetate salt FC(C(=O)O)(F)F.NC1=NN2C(N=CC=C2)=C1C(=O)NC(C)C=1C=C(C=2N(C1C1=CC=CC=C1)C(=NC2C(F)(F)F)C)Cl